tert-butyl 4-(5-(3-carbamoyl-4-nitro-1H-pyrazol-1-yl)pyridin-2-yl)piperazine-1-carboxylate C(N)(=O)C1=NN(C=C1[N+](=O)[O-])C=1C=CC(=NC1)N1CCN(CC1)C(=O)OC(C)(C)C